1-(3-(Pyridin-4-yl)bicyclo[1.1.1]pentan-1-yl)-4-(2-(trifluoromethyl)pyrimidin-5-yl)piperidin-2-one N1=CC=C(C=C1)C12CC(C1)(C2)N2C(CC(CC2)C=2C=NC(=NC2)C(F)(F)F)=O